C(C)(=O)N1CC=2N(CC1)C(=NC2C=2C=CC=C1C=C(N=CC21)C=2C=CC(=NC2)C(=O)NC2CC(=CC2)C2=C1CN(C(C1=CC=C2)=O)C2C(NC(CC2)=O)=O)CC 5-(8-(7-Acetyl-3-ethyl-5,6,7,8-tetrahydroimidazo[1,5-a]pyrazin-1-yl)isoquinolin-3-yl)-N-(3-(2-(2,6-dioxopiperidin-3-yl)-1-oxoisoindolin-4-yl)cyclopent-3-en-1-yl)picolinamide